ClC(OC1=CC=C(C=C1)NC=1C(=NC=CN1)C(=O)N)(F)F 3-((4-(chlorodifluoromethoxy)phenyl)amino)pyrazine-2-carboxamide